FC(C(=O)O)(C1=CC(=CC=C1)CCO)F 2,2-difluoro-2-(3-(2-hydroxyethyl)phenyl)acetic acid